ClC1=CC(=C(C=C1F)C#N)OC1CC1 4-Chloro-2-(cyclopropyloxy)-5-fluorobenzene-1-carbonitrile